COC1=CC(=C(C=C1)[C@@H]2C[O+]=C3C=C(C=CC3=C2)O)O The molecule is an organic cation obtained by abstraction of a hydride from position 4 of 7,2'-dihydroxy-4'-methoxyisoflavan. A reactive intermediate in the biosynthesis of medicarpin.